(2R)-N-[2-(1-benzylpiperidin-4-yl)ethyl]-4-(4-methoxypyrimidin-2-yl)-2-methylpiperazine-1-carboxamide C(C1=CC=CC=C1)N1CCC(CC1)CCNC(=O)N1[C@@H](CN(CC1)C1=NC=CC(=N1)OC)C